N-(2-cyclopropyl-4-iodo-5-methylphenyl)-2-fluoro-N'-hydroxybenzimidamide C1(CC1)C1=C(C=C(C(=C1)I)C)NC(C1=C(C=CC=C1)F)=NO